2-{[4-(2-cyclopentylsulfanyl-pyridin-3-yl)-phenylamino]-methyl}-cyclopropanecarboxylic acid ethyl ester C(C)OC(=O)C1C(C1)CNC1=CC=C(C=C1)C=1C(=NC=CC1)SC1CCCC1